FC(C(=O)O)(F)F.N1CC(C1)N1CC(C1)N1CCC(CC1)NC=1C2=C(N=CN1)NC=C2C(=O)C2=C(C=C(C=C2)OC2=CC=CC=C2)Cl [4-[[1-[1-(azetidin-3-yl)azetidin-3-yl]-4-piperidyl]amino]-7H-pyrrolo[2,3-d]pyrimidin-5-yl]-(2-chloro-4-phenoxy-phenyl)methanone trifluoroacetate